C(C1=CC=CC=C1)OCC1=NNC(O1)=O 5-((Benzyloxy)methyl)-1,3,4-oxadiazol-2(3H)-one